2-[4-[(E)-3-(3-Hydroxy-4-methoxyphenyl)prop-2-enoyl]phenoxy]-N,N-dimethylacetamide OC=1C=C(C=CC1OC)/C=C/C(=O)C1=CC=C(OCC(=O)N(C)C)C=C1